hept-2-yn-1-yl 8-((6-((4,4-bis(((Z)-oct-5-en-1-yl)oxy)butanoyl)oxy)hexyl)(2-hydroxyethyl)amino)octanoate C(CCC\C=C/CC)OC(CCC(=O)OCCCCCCN(CCCCCCCC(=O)OCC#CCCCC)CCO)OCCCC\C=C/CC